CN1C=CC=2C1=NC=CC2C2=NC=C(C1=C2CNC1=O)NC1=NC(=CC=C1)N1[C@@H]2[C@H](CC1)CN(C2)C 4-(1-methyl-1H-pyrrolo[2,3-b]pyridin-4-yl)-7-((6-((3aR,6aR)-5-methylhexa-hydropyrrolo[3,4-b]pyrrol-1(2H)-yl)pyridin-2-yl)amino)-2,3-dihydro-1H-pyrrolo[3,4-c]pyridin-1-one